C(C)(C)(C)OC(=O)N[C@H](C(=O)NC=1C(=C(C=CC1)CCCC(=O)O)Cl)CCC(N)=O 4-[3-[(2S)-2-[(tert-butoxycarbonyl)amino]-4-carbamoylbutan-amido]-2-chlorophenyl]butanoic acid